C(C)(C)(C)OC(=O)NCC(CNC1=NC(=NC=C1C(=O)OCC)Cl)(C)C ethyl 4-((3-((tert-butoxycarbonyl) amino)-2,2-dimethylpropyl) amino)-2-chloropyrimidine-5-carboxylate